CC=1N=CC(=NC1N1CC2(CN(C2)C=2C=NC(=NC2)C(F)(F)F)CC1)C=1SC=NN1 2-(5-methyl-6-(2-(2-(trifluoromethyl)pyrimidin-5-yl)-2,6-diazaspiro[3.4]octan-6-yl)pyrazin-2-yl)-1,3,4-thiadiazole